chloro-[1,1'-biphenyl] ClC1=C(C=CC=C1)C1=CC=CC=C1